C(C)(C)(C)OC(=O)N1CCCC1 tert-butylpyrrolidine-1-carboxylate